ClC1=CC=C(S1)CNC1=C(C(=NN1C(=O)C1=C(OC=C1)C)C1C(C(N(C1)C(=O)N(C)C)=O)C(F)(F)F)C 4-(5-{[(5-Chlorothiophen-2-yl)methyl]amino}-4-methyl-1-(2-methylfuran-3-carbonyl)-1H-pyrazol-3-yl)-N,N-dimethyl-2-oxo-3-(trifluoromethyl)pyrrolidin-1-carboxamid